N-(4-Aminophenethyl)-2-chloro-7-(trifluoromethoxy)quinolin-4-amine NC1=CC=C(CCNC2=CC(=NC3=CC(=CC=C23)OC(F)(F)F)Cl)C=C1